NC1=C(C=C(C2=CC=CC=C12)S(=O)(=O)[O-])N=NC1=CC=C(C=C1)C1=CC=C(C=C1)N=NC1=C(C2=CC=CC=C2C(=C1)S(=O)(=O)[O-])N.[Na+].[Na+] disodium 4-amino-3-[4-[4-(1-amino-4-sulfonato-naphthalen-2-yl)diazenylphenyl]phenyl]diazenyl-naphthalene-1-sulfonate